7-bromo-5,6-dimethyl-1H-indazole BrC=1C(=C(C=C2C=NNC12)C)C